NC=1C2=C(N=C(N1)Cl)N(C=C2C2=NN(C=C2)CC2=CC=CC=C2)[C@H]2[C@@H]([C@@H]([C@H](C2)CNCCCNCCC2=CC=CC=C2)O)O (1R,2S,3R,5R)-3-(4-amino-5-(1-benzyl-1H-pyrazol-3-yl)-2-chloro-7H-pyrrolo[2,3-d]pyrimidin-7-yl)-5-(((3-(phenethylamino)propyl)amino)methyl)cyclopentane-1,2-diol